L-lysine-d N[C@@H](CCCCN)C(=O)O[2H]